C(CCC)N(CCCC)[Al]1CCCCC1 di-n-butylaminoaluminane